(2R,4R)-6-chloro-N-(3-{4-[3-(2,2-difluoroethyl)azetidine-1-carbonyl]-1H-pyrazol-1-yl}bicyclo[1.1.1]pentan-1-yl)-4-hydroxy-3,4-dihydro-2H-1-benzopyran-2-carboxamide ClC=1C=CC2=C([C@@H](C[C@@H](O2)C(=O)NC23CC(C2)(C3)N3N=CC(=C3)C(=O)N3CC(C3)CC(F)F)O)C1